C(#N)[B-](C#N)(C#N)C#N Tetracyanoborat